C(C)(C)(C)[S@@](=O)\N=C(/C)\C12CC(C1)(C2)NC(OC(C)(C)C)=O tert-butyl (R,E)-(3-(1-((tert-butylsulfinyl)imino)ethyl)bicyclo[1.1.1]pentan-1-yl)carbamate